3-Chloro-6-(1-(1-(4-(difluoromethyl)phenyl)-4-methyl-1H-1,2,3-triazol-5-yl)ethoxy)pyridazine ClC=1N=NC(=CC1)OC(C)C1=C(N=NN1C1=CC=C(C=C1)C(F)F)C